5-(3-Hydroxyphenyl)-2-methyl-N-(3-(2-oxopropyl)-1,2,4-thiadiazol-5-yl)furan-3-carboxamide OC=1C=C(C=CC1)C1=CC(=C(O1)C)C(=O)NC1=NC(=NS1)CC(C)=O